methyl 5-(2,5-dihydroxy-4-(4-hydroxy-3-(methoxycarbonyl)phenylaminocarbonyl)benzamido)-2-hydroxybenzoate OC1=C(C(=O)NC=2C=CC(=C(C(=O)OC)C2)O)C=C(C(=C1)C(=O)NC1=CC(=C(C=C1)O)C(=O)OC)O